C1(=CC=CC=C1)NC(=S)NNC(=O)N 2-(phenylcarbamothioyl)hydrazine-1-carboxamide